Boc-Norvalinol C(=O)(OC(C)(C)C)N[C@@H](CCC)CO